6-[[(3R,5S)-1-Ethyl-5-methyl-3-piperidyl]amino]-3-[2-hydroxy-4-(trifluoromethyl)phenyl]-4-methyl-1,2,4-triazin-5-on C(C)N1C[C@@H](C[C@@H](C1)C)NC=1C(N(C(=NN1)C1=C(C=C(C=C1)C(F)(F)F)O)C)=O